[1-(5-bromo-4-fluoro-2-pyridinyl)-3-methyl-azetidin-3-yl]carbamic acid tert-butyl ester C(C)(C)(C)OC(NC1(CN(C1)C1=NC=C(C(=C1)F)Br)C)=O